CNC(C1=C(C=CC=C1)SC1=CC=C2C(=NN(C2=C1)C([C@@H](NC(=O)OC(C)(C)C)C(C)C)=O)\C=C\C1=NC=CC=C1)=O N-methyl-2-((3-((E)-2-(2-pyridinyl)vinyl)-1-(N-tert-butoxycarbonyl-L-valyl)-1H-indazol-6-yl)thio)benzamide